C(C)C=1C=C2C(=NC(=NC2=C(C1C1=C2C=NNC2=CC=C1C)OCC(F)(F)F)C1CN(C1)CC(C)(C)O)N1CCC2(CN(C2)C(C=C)=O)CC1 1-(7-(6-ethyl-2-(1-(2-hydroxy-2-methylpropyl)azetidin-3-yl)-7-(5-methyl-1H-indazol-4-yl)-8-(2,2,2-trifluoroethoxy)quinazolin-4-yl)-2,7-diazaspiro[3.5]nonan-2-yl)prop-2-en-1-one